methyl 2-(3-(2,2-diethoxyethoxy) isoxazol-5-yl)-3-methylbutanoate C(C)OC(COC1=NOC(=C1)C(C(=O)OC)C(C)C)OCC